5-[4-[[2-(difluoromethyl)-5-fluoro-3-oxo-4H-quinoxalin-6-yl]methyl]piperazin-1-yl]-N,6-dimethyl-pyridine-2-carboxamide FC(C1=NC2=CC=C(C(=C2NC1=O)F)CN1CCN(CC1)C=1C=CC(=NC1C)C(=O)NC)F